N[C@@H]1CN(CC1)C(=O)C=1SC(=CC1C)C1=CC=C(C=C1)N1CCN(CC1)C1CCCC1 (S)-(3-aminopyrrolidin-1-yl)(5-(4-(4-cyclopentylpiperazin-1-yl)phenyl)-3-methylthiophen-2-yl)methanone